BrC1=C2C[C@@H](N([C@H](C2=CC=C1)C)C(CC1=C(C=C(C=C1)F)Cl)=O)CO[Si](C)(C)C(C)(C)C 1-((1S,3R)-5-bromo-3-(((tert-butyldimethylsilyl)oxy)methyl)-1-methyl-3,4-dihydroisoquinolin-2(1H)-yl)-2-(2-chloro-4-fluorophenyl)ethan-1-one